2-[5-[2-[3',4'-bis(2-hydroxyethoxy)spiro[1,3-dioxane-2,9'-thioxanthene]-5-yl]ethyl]-4-(2-hydroxyethoxy)spiro[1,3-dioxane-2,9'-thioxanthene]-3'-yl]oxyethanol OCCOC=1C=CC=2C3(C4=CC=CC=C4SC2C1OCCO)OCC(CO3)CCC3C(OC1(C2=CC=CC=C2SC=2C=C(C=CC12)OCCO)OC3)OCCO